6-((3aS,7aR)-7a-fluoro-1-oxooctahydro-2H-pyrrolo[3,4-c]pyridin-2-yl)nicotinic acid F[C@@]12[C@@H](CNCC1)CN(C2=O)C2=NC=C(C(=O)O)C=C2